2-(5-amino-2-(furan-2-yl)-7H-pyrazolo[4,3-e][1,2,4]triazolo[1,5-c]pyrimidin-7-yl)-N-(2-methoxybenzyl)-2-phenylacetamide NC1=NC2=C(C=3N1N=C(N3)C=3OC=CC3)C=NN2C(C(=O)NCC2=C(C=CC=C2)OC)C2=CC=CC=C2